(5-(4-((tert-butoxycarbonyl)amino)-4-methylpiperidin-1-yl)pyrazin-2-yl)sulfur C(C)(C)(C)OC(=O)NC1(CCN(CC1)C=1N=CC(=NC1)[S])C